methyl 3-methoxy-4-((methylsulfonyl)oxy)benzoate COC=1C=C(C(=O)OC)C=CC1OS(=O)(=O)C